FC1(CC2C(NC(N2)=O)C1)F 5,5-difluorohexahydrocyclopenta[d]imidazol-2(1H)-one